COC1=C(C=C(C(=C1)CCC)OC)CCN 2-(2,5-Dimethoxy-4-propylphenyl)ethan-1-amine